bis-[4-(glycidyloxy)-phenyl]methane C(C1CO1)OC1=CC=C(C=C1)CC1=CC=C(C=C1)OCC1CO1